NC1=NC2=CC=C(C=C2C=C1C)C(=O)N(CC1=NC=C(C=C1)C(F)(F)F)[C@H]1[C@@H](CCCC1)O 2-amino-N-((1R,2R)-2-hydroxycyclohexyl)-3-methyl-N-((5-(trifluoromethyl)-2-pyridinyl)methyl)-6-quinolinecarboxamide